C(#N)C1=C2C(=CC=C1C(F)(F)F)C(N(CC21CC1)CC(=O)NC1=NC=C(C=N1)F)=O 2-[5-cyano-1-oxo-6-(trifluoromethyl)spiro[3H-isoquinoline-4,1'-cyclopropane]-2-yl]-N-(5-fluoropyrimidin-2-yl)acetamide